[Br-].[Br-].CC1=C(C(=C(C1(C)[Zr+2]C1=CC=CC=2C3=CC=CC=C3CC12)C)C)C (pentamethylcyclopentadienyl)(fluorenyl)zirconium dibromide